COC=1N=CC(=NC1)CCO 2-(5-methoxypyrazin-2-yl)ethan-1-ol